CC=1C=NN2C1N=C(C=C2C(=O)NC2=CC(=CC=C2)C2(COC2)CC2=NN=CN2C)C(F)(F)F 3-methyl-N-(3-(3-((4-methyl-4H-1,2,4-triazol-3-yl)methyl)oxetan-3-yl)phenyl)-5-(trifluoromethyl)pyrazolo[1,5-a]pyrimidine-7-carboxamide